(R)-4'-(7-acryloyl-4-oxa-7-azaspiro[2.5]octan-6-yl)-6'-chloro-N-methyl-[2,2'-bipyridine]-4-carboxamide C(C=C)(=O)N1[C@@H](COC2(CC2)C1)C1=CC(=NC(=C1)Cl)C1=NC=CC(=C1)C(=O)NC